2-chloro-N-(2-(2',4'-difluoro-[1,1'-biphenyl]-4-carbonyl)phenyl)-N-methylacetamide ClCC(=O)N(C)C1=C(C=CC=C1)C(=O)C1=CC=C(C=C1)C1=C(C=C(C=C1)F)F